ethyl ((S)-2-cyclopropyl-2-(3-((2'-fluoro-5'-hydroxy-2-((S)-1-methoxy-2,2-dimethylpropyl)-[1,1'-biphenyl]-4-yl)methoxy)phenyl)ethyl)(methyl)phosphinate C1(CC1)[C@H](CP(OCC)(=O)C)C1=CC(=CC=C1)OCC1=CC(=C(C=C1)C1=C(C=CC(=C1)O)F)[C@H](C(C)(C)C)OC